3-[2-(4-cyanophenyl)-1H-indol-3-yl]-N-[(3S-4R)-4-hydroxy-2-oxo-pyrrolidin-3-yl]propanamide C(#N)C1=CC=C(C=C1)C=1NC2=CC=CC=C2C1CCC(=O)N[C@@H]1C(NC[C@H]1O)=O